[C@H]1([C@@H](C1)C(=O)ON1C(C2=C(C(=C(C(=C2C1=O)Cl)Cl)Cl)Cl)=O)C(=O)OC 1-methyl 2-(4,5,6,7-tetrachloro-1,3-dioxoisoindolin-2-yl) (1S,2R)-cyclopropane-1,2-dicarboxylate